4-(2,2,2-trifluoroethyl)thiazol-2-amine FC(CC=1N=C(SC1)N)(F)F